C(C)(C)(C)C1=C(C(=O)OCCCCCCCCCCCCCCCC)C=CC(=C1)O hexadecyl t-butyl-4-hydroxybenzoate